CC1=C(OC2=C(C=C(C=C2C1=O)C)[C@@H](C)NC1=CC=C(C(=C1C(=O)O)F)C)C1=CC=CC=C1 6-[[(1R)-1-(3,6-Dimethyl-4-oxo-2-phenyl-chromen-8-yl)ethyl]amino]-2-fluoro-3-methyl-benzoic acid